NC1=NC=2C(=CC=CC2C=2N1C=C(N2)C(=O)N2CC1=CC=C(C=C1CC2)NC(C2=NC=CC=C2)=O)F N-(2-(5-amino-7-fluoroimidazo[1,2-c]quinazoline-2-carbonyl)-1,2,3,4-tetrahydroisoquinolin-6-yl)picolinamide